2,3-dimethylacrylonitrile CC(C#N)=CC